(R)-1-((R)-1-cyclopropylethyl)-3-(5-(difluoromethoxy)-2-fluorophenyl)-N-(3-methyl-1,1-dioxidothietan-3-yl)-4,5,6,7-tetrahydro-1H-indazole-6-carboxamide C1(CC1)[C@@H](C)N1N=C(C=2CC[C@H](CC12)C(=O)NC1(CS(C1)(=O)=O)C)C1=C(C=CC(=C1)OC(F)F)F